trimethyl-L-lysine iodide C[C@](N(C)C)(CCCCN)C(=O)I